S(OC1=CC=C(C=C1)OCC1=C(C=C(C=C1F)N1N=NN=C1)F)(=O)(=O)F 4-((2,6-difluoro-4-(1H-tetrazol-1-yl)benzyl)oxy)phenyl sulfurofluoridate